zirconium 3-oxatricyclo[3.2.1.02,4]octane-6-carboxylate C12C3OC3C(C(C1)C(=O)[O-])C2.[Zr+4].C21C3OC3C(C(C2)C(=O)[O-])C1.C12C3OC3C(C(C1)C(=O)[O-])C2.C21C3OC3C(C(C2)C(=O)[O-])C1